(+/-)-N-((cis)-3-aminocyclohexyl)pyrrolidine-1-carboxamide N[C@H]1C[C@H](CCC1)NC(=O)N1CCCC1 |r|